C1(CC1)[C@@]1(NC(NC1=O)=O)CCC(=O)O (S)-3-(4-cyclopropyl-2,5-dioxoimidazolidin-4-yl)propanoic acid